C(CCCCCCCCCCCCCCCCC)OC(C(C)C1=CC(=C(C(=C1)C(C)(C)C)O)C(C)(C)C)=O (3,5-di-tert-butyl-4-hydroxyphenyl)propionic acid n-octadecyl ester